5-chloro-N-(2-cyano-6-methoxyphenyl)-2-((4-(4-isopropylpiperazin-1-yl)phenyl)amino)pyrimidine-4-carboxamide ClC=1C(=NC(=NC1)NC1=CC=C(C=C1)N1CCN(CC1)C(C)C)C(=O)NC1=C(C=CC=C1OC)C#N